C1(CC1)N1N=CC(=C1CO[C@H]1[C@@H]2CN([C@H](C1)C2)C2=CC=C(C(=O)NS(=O)(=O)C1CCOCC1)C=C2)C2=C(C=CC=C2Cl)Cl 4-[(1S,4S,5R)-5-[[1-cyclopropyl-4-(2,6-dichlorophenyl)-1H-pyrazol-5-yl]methoxy]-2-azabicyclo[2.2.1]heptan-2-yl]-N-(oxane-4-sulfonyl)benzamide